methyl 2-(2-{2-[3-(1-acetylpiperidin-4-yl)-7-{[(benzyloxy)carbonyl]amino}-5'-fluoro-1'-methyl-[4,6'-biindazol]-1-yl]acetamido}acetamido)acetate C(C)(=O)N1CCC(CC1)C1=NN(C=2C(=CC=C(C12)C1=C(C=C2C=NN(C2=C1)C)F)NC(=O)OCC1=CC=CC=C1)CC(=O)NCC(=O)NCC(=O)OC